N1(C=NC2=C1C=CC=C2)[C@H](C(=O)N2[C@@H](C[C@H](C2)F)C(=O)N[C@@H](C2=CC=CC=C2)C2=NC(=C(C=C2)C2(CC2)C)F)C |o1:9| (2S,4R)-1-((S) or (R)-2-(1H-benzo[d]imidazol-1-yl)propanoyl)-4-fluoro-N-((S)-(6-fluoro-5-(1-methylcyclopropyl)pyridin-2-yl)(phenyl)methyl)pyrrolidine-2-carboxamide